1-((2-(1,3-dioxolan-2-yl)-6-((2-methoxyethyl)amino)pyridin-3-yl)methyl)-4-methylpiperazin-2-one O1C(OCC1)C1=NC(=CC=C1CN1C(CN(CC1)C)=O)NCCOC